Cl.FC1=CC2=C(NC(=N2)C2N(CCC2)C(=N)N)C=C1 (5-fluoro-1H-benzo[d]imidazol-2-yl)pyrrolidine-1-carboxamidine hydrochloride